N,N'-bis-[3-(2-naphthalenesulfonyloxy)phenyl]urea C1=C(C=CC2=CC=CC=C12)S(=O)(=O)OC=1C=C(C=CC1)NC(=O)NC1=CC(=CC=C1)OS(=O)(=O)C1=CC2=CC=CC=C2C=C1